2-benzyl-N-(8-fluoro-3-quinolyl)-4-methyl-pentanamide C(C1=CC=CC=C1)C(C(=O)NC=1C=NC2=C(C=CC=C2C1)F)CC(C)C